1-(4-(ethylsulfonimidoyl)-2-(1H-indol-2-yl)phenyl)-3-methylazetidine-3-carbonitrile C(C)S(=O)(=N)C1=CC(=C(C=C1)N1CC(C1)(C#N)C)C=1NC2=CC=CC=C2C1